(7S)-3-{2-[(3S)-3-Acetamidopyrrolidin-1-yl]-2-oxoethyl}-7-methyl-2-[2-(2-oxo-1,2-dihydropyridin-1-yl)ethyl]-3H,6H,7H,8H,9H-imidazo[4,5-f]chinolin C(C)(=O)N[C@@H]1CN(CC1)C(CN1C(=NC2=C3CC[C@@H](NC3=CC=C21)C)CCN2C(C=CC=C2)=O)=O